3-(5-(5-amino-4,6-dimethylpyridin-2-yl)-1-oxoisoindolin-2-yl)piperidine-2,6-dione NC=1C(=CC(=NC1C)C=1C=C2CN(C(C2=CC1)=O)C1C(NC(CC1)=O)=O)C